1-(3-(1-((4-fluorophenyl)amino)ethyl)phenyl)-3-(3-(2-methoxyethyl)-2,4-dioxo-1-(2-(piperidin-1-yl)ethyl)-1,2,3,4-tetrahydroquinazolin-6-yl)urea FC1=CC=C(C=C1)NC(C)C=1C=C(C=CC1)NC(=O)NC=1C=C2C(N(C(N(C2=CC1)CCN1CCCCC1)=O)CCOC)=O